2,6-Difluoro-3-(1-methyl-6-(1-(methylsulfonyl)-9-oxa-1,4-diazaspiro[5.5]undecan-4-yl)-1H-pyrazolo[3,4-d]pyrimidin-3-yl)-5-(trifluoromethyl)phenol FC1=C(C(=C(C=C1C1=NN(C2=NC(=NC=C21)N2CCN(C1(C2)CCOCC1)S(=O)(=O)C)C)C(F)(F)F)F)O